C(C)(C)(C)OC(=O)N1C(CCCC1)OC1=NC(=NC=C1)C(C)OC1=C(C=C(C=C1)C#N)F ((2-(1-(4-cyano-2-fluorophenoxy)ethyl)pyrimidin-4-yl)oxy)piperidine-1-carboxylic acid tert-butyl ester